tert-butyl (3R,5R)-3-amino-5-fluoropiperidine-1-carboxylate N[C@H]1CN(C[C@@H](C1)F)C(=O)OC(C)(C)C